N-{2H,4H,5H,6H-pyrrolo[3,4-c]pyrazol-5-yl}(tertbutoxy)formamide N=1NC=C2C1CN(C2)N(C=O)OC(C)(C)C